N-(9-(3-oxa-9-azaspiro[5.5]undecan-9-yl)-5,6-dihydro-4H-benzo[f]imidazo[1,2-a]azepin-4-yl)-4-phenoxypyridineamide C1COCCC12CCN(CC2)C2=CC1=C(CCC(C=3N1C=CN3)NC(=O)C3=NC=CC(=C3)OC3=CC=CC=C3)C=C2